OC[C@H](C1CCOCC1)NC(=O)C=1C=2C[C@@H]3[C@H](C2N(N1)C1=C(C=C(C=C1)F)F)C3 (1aR,5aR)-2-(2,4-Difluorophenyl)-1a,2,5,5a-tetrahydro-1H-2,3-diaza-cyclopropa[a]pentalene-4-carboxylic acid [(S)-2-hydroxy-1-(tetrahydro-pyran-4-yl)-ethyl]-amide